C(C)N1C[C@@H]2C[C@@H]2[C@H](C1)OC=1C=C2COC(C2=CC1)=O 5-(((1R,5R,6S)-3-ethyl-3-azabicyclo[4.1.0]heptan-5-yl)oxy)isobenzofuran-1(3H)-one